methyl 1-(3-chloro-2-fluorobenzyl)-4-((3-fluoro-6-(thiazol-2-ylamino) pyridin-2-yl) methyl)-2-methylpiperidine-4-carboxylate ClC=1C(=C(CN2C(CC(CC2)(C(=O)OC)CC2=NC(=CC=C2F)NC=2SC=CN2)C)C=CC1)F